C1(=CC=C(C=C1)N(C=1C=C(C(=CC1)Br)C1=CC=C(C=C1)C1=CC=CC=C1)C1=CC=C(C=C1)C1=CC=CC=C1)C1=CC=CC=C1 N,N-bis(biphenyl-4-yl)-N-(6-bromo-1,1':4',1''-terphenyl-3-yl)amine